(2-(pyridin-3-yl))ethan-1-amine N1=CC(=CC=C1)CCN